FC1=C(C=CC=2N(C=NC21)C)I 4-fluoro-5-iodo-1-methyl-1,3-benzodiazole